10-(2-(2-oxa-6-azaspiro[3.3]heptan-6-yl)ethyl)-3,7-bis-(1H-pyrazolo[3,4-b]pyridin-5-yl)-10H-phenoxazine C1OCC12CN(C2)CCN2C1=CC=C(C=C1OC=1C=C(C=CC21)C=2C=C1C(=NC2)NN=C1)C=1C=C2C(=NC1)NN=C2